2-[4-[(E)-3-[3-(Difluoromethoxy)-4-methoxyphenyl]prop-2-enoyl]phenoxy]propanoic acid FC(OC=1C=C(C=CC1OC)/C=C/C(=O)C1=CC=C(OC(C(=O)O)C)C=C1)F